3-[(3-Fluorophenyl)sulfanyl]-N-hydroxy-5,6-dimethylpyridazine-4-carboxamide FC=1C=C(C=CC1)SC=1N=NC(=C(C1C(=O)NO)C)C